NC=1N=CC2=C(N1)N(C(S2)=O)[C@H]2CS[C@H](O2)[C@H](C2CC2)OC(C)=O [(S)-[(2S,5R)-5-(5-amino-2-oxo-thiazolo[4,5-d]pyrimidin-3-yl)-1,3-oxathiolan-2-yl]-cyclopropyl-methyl]acetate